N(=C=O)CCC[Si](OC)(OC)OC gamma-isocyanatopropyltri-methoxysilane